BrCC(=O)C1=NC=CC=C1 α-bromo-acetylpyridine